NC1=NC(C2=C(N1)NC[C@@H](C2)CCC2=CC=C(S2)C(=O)N[C@H](C(=O)O)CCC(=O)O)=O (2S)-2-[[5-[2-[(6R)-2-amino-4-oxo-5,6,7,8-tetrahydro-1H-pyrido[2,3-d]pyrimidin-6-yl]ethyl]thiophene-2-carbonyl]amino]glutaric acid